C(C1=CC=CC=C1)OC(=O)NC(CCC1CC(N(C1)C(=O)OC(C)(C)C)(C)C)C1=CC=CC=C1 tert-Butyl 4-[3-(benzyloxycarbonylamino)-3-phenyl-propyl]-2,2-dimethyl-pyrrolidine-1-carboxylate